1-(cis-4-(2-(4-(benzo[b]thiophen-4-yl)piperazin-1-yl)ethyl)-4-fluorocyclohexyl)-3-ethylurea S1C2=C(C=C1)C(=CC=C2)N2CCN(CC2)CCC2(CCC(CC2)NC(=O)NCC)F